OC=1C=CC=C2C=CC(=NC12)C(=O)O 8-hydroxy-2-quinolinecarboxylic acid